2-(8-(but-3-en-1-yloxy)imidazo[1,2-a]pyrazin-6-yl)oxazole-5-carboxylic acid C(CC=C)OC=1C=2N(C=C(N1)C=1OC(=CN1)C(=O)O)C=CN2